C(=CC1=CC=CC=C1)C=1C=CC=C2C=CNC12 7-Styryl-1H-indole